NC1=CC(=NC=C1NC[C@@H]1COCC1)C#N (R)-4-amino-5-(((tetrahydrofuran-3-yl)methyl)amino)picolinonitrile